N-[4-[(5Z)-5-[(3,4-dihydroxy-5-nitrophenyl)methylene]-2,4-dioxo-thiazolidin-3-yl]butyl]-N-methyl-pentanamide OC=1C=C(C=C(C1O)[N+](=O)[O-])\C=C/1\C(N(C(S1)=O)CCCCN(C(CCCC)=O)C)=O